C[C@@H]1N(CC1)C=1N=C(C2=C(N1)CCC2)C=2C=CC1=C(C(NCCO1)=O)C2 (S)-7-(2-(2-methylazetidin-1-yl)-6,7-dihydro-5H-cyclopenta[d]pyrimidin-4-yl)-3,4-dihydrobenzo[f][1,4]oxazepin-5(2H)-one